6-(2,6-dichlorophenyl)-2-((3-chloro-4-(4-methylpiperazin-1-yl)phenyl)amino)-8-methylimidazo[1,2-b]pyrimido[4,5-d]pyridazin-5(6H)-one ClC1=C(C(=CC=C1)Cl)N1N2C(C3=C(C1=O)C=NC(=N3)NC3=CC(=C(C=C3)N3CCN(CC3)C)Cl)=NC=C2C